C[C@@H]1CNCC[C@H]1CC(=O)OC(C)(C)C tert-butyl 2-((3S,4S)-3-methylpiperidin-4-yl)acetate